C(C)O[Si](CCCC(CCCCCCC)S)(OCC)OCC (3-(triethoxysilyl)propyl)octanethiol